1-(but-3-en-1-yloxy)-3-(trifluoromethoxy)benzene C(CC=C)OC1=CC(=CC=C1)OC(F)(F)F